6'-chloro-2'-oxo-1'-(pyrimidin-5-yl)-1,3-dihydrospiro[indene-2,3'-indoline]-5-carboxylic acid ClC1=CC=C2C3(C(N(C2=C1)C=1C=NC=NC1)=O)CC1=CC=C(C=C1C3)C(=O)O